COC(=O)C=1C(=C(C=CC1)N1CCN(CC1)C(=O)OC(C)(C)C)[N+](=O)[O-] tert-butyl 4-(3-methoxycarbonyl-2-nitro-phenyl)piperazine-1-carboxylate